F[C@H]1[C@]2(C1)CN(C(C1=CC=C(C=C12)C(=C)F)=O)CC(=O)NC1=NC=C(C=N1)F 2-[(2'R,4S)-2'-fluoro-6-(1-fluoroethenyl)-1-oxospiro[3H-isoquinoline-4,1'-cyclopropane]-2-yl]-N-(5-fluoropyrimidin-2-yl)acetamide